FC1=C(CNC(=O)C2CN(C2)C2=NC=C(C=C2)C(F)(F)F)C=CC(=C1C=1NC(C=C(N1)C(F)(F)F)=O)C(F)(F)F N-{2-fluoro-3-[6-oxo-4-(trifluoromethyl)-1,6-dihydropyrimidin-2-yl]-4-(trifluoromethyl)benzyl}-1-[5-(Trifluoromethyl)pyridin-2-yl]azetidine-3-carboxamide